FC=1C=C(NC(C)C2=C(OC3=CC=C(C=C3C2=O)S(=O)(=O)F)N2CCOCC2)C=C(C1)F [1-(3,5-difluoroanilino)ethyl]-2-morpholino-4-oxo-chromene-6-sulfonyl fluoride